FC1=C(C(=O)N2CCN(CC2)C2=NC=C(C#N)C=C2)C=C(C=C1)CC1=NNC(C2=CC=C(C=C12)NCCC(F)(F)F)=O 6-(4-(2-Fluoro-5-((4-oxo-7-((3,3,3-trifluoropropyl)amino)-3,4-dihydrophthalazin-1-yl)methyl)benzoyl)piperazin-1-yl)nicotinonitrile